C(CCCCCCCCCCCCC)N1C(=C(C(C2=C(C=C(C=C12)OCC=C)OCC=C)=O)OCC=C)C1=CC(=C(C(=C1)OCC=C)OCC=C)OCC=C N-tetradecyl-2-(3,4,5-tris-(2-propen-1-yloxy)-phenyl)-3,5,7-tris-(2-propen-1-yloxy)-quinolin-4-one